2-((3-iodo-7-methoxyimidazo[1,2-a]pyridin-6-yl)sulfonyl)-2-methylpropyl trifluoromethanesulfonate FC(S(=O)(=O)OCC(C)(C)S(=O)(=O)C=1C(=CC=2N(C1)C(=CN2)I)OC)(F)F